4-(7-phenyl-4-(pyridin-4-ylmethoxy)-6,7-dihydro-5H-pyrrolo[2,3-d]pyrimidin-2-yl)morpholine C1(=CC=CC=C1)N1CCC2=C1N=C(N=C2OCC2=CC=NC=C2)N2CCOCC2